6-methoxy-3-pyridineacetic acid COC1=CC=C(C=N1)CC(=O)O